(E)-2-((2,6-diaminopyridin-3-yl)diazenyl)phenol Hydrochloride Cl.NC1=NC(=CC=C1/N=N/C1=C(C=CC=C1)O)N